6-iodo-4-methylheptyl butyloxymethyl ether C(CCC)OCOCCCC(CC(C)I)C